CC1CN(CCO1)C(C(C)C1=CC=C(C=C1)SC)=O 2-methyl-[4-(methylthio)phenyl]morpholinyl-1-propanone